NC1=C(C2(C3=C(C4=CC=CC=C4C3=C1)N)C(=C(C=C1C3=CC=CC=C3C(=C12)N)N)O)O 3,3'-diamino-2,2'-dihydroxy-9,9'-spirobifluorenediamine